C(C)(=O)C1=CC(=C2CN(C(C2=C1)=O)CC1=CC=C(C=C1)OC)C(F)(F)F 6-acetyl-2-[(4-methoxyphenyl)methyl]-4-(trifluoromethyl)-3H-isoindol-1-one